C(C1=CC=CC=C1)OC=1C=CC2=C(C(=C(S2)C)C(=O)N[C@@H]2C(NCC2)=O)C1 5-(benzyloxy)-2-methyl-N-[(3S)-2-oxopyrrolidin-3-yl]-1-benzothiophene-3-carboxamide